CITRIC ACID trisodium SALT DIHYDRATE O.O.[Na+].[Na+].[Na+].C(CC(O)(C(=O)[O-])CC(=O)[O-])(=O)[O-]